C(C)(C)(C)C=1C=C(CSCCCCCCCCCC(=O)[O-])C=C(C1O)C(C)(C)C 3,5-di-t-butyl-4-hydroxybenzylmercaptooctylacetate